C(C)(C)(C)OC(CN(C)C(=O)C1[N@](C1)CCOC)=O (R)-N-(1-(2-methoxyethyl)aziridine-2-carbonyl)-N-methylglycine tert-butyl ester